C1(=CC=CC=C1)C1=CC=CC2=C(C3=CC=CC(=C3C=C12)C1=CC=CC=C1)BC1=C(C(=CC=C1)C)C 1,8-diphenyl-10-(dimethylphenyl-boryl)anthracene